1-methyl-4-(4-phenoxyphenyl)pyridin-1-ium iodide [I-].C[N+]1=CC=C(C=C1)C1=CC=C(C=C1)OC1=CC=CC=C1